6,8-dihydro-1H-furo[3,4-g]Indole-3-sulfonyl chloride N1C=C(C2=CC=C3C(=C12)COC3)S(=O)(=O)Cl